calcium bis(nonyl)naphthalenesulfonate C(CCCCCCCC)C=1C(=C(C2=CC=CC=C2C1)S(=O)(=O)[O-])CCCCCCCCC.[Ca+2].C(CCCCCCCC)C=1C(=C(C2=CC=CC=C2C1)S(=O)(=O)[O-])CCCCCCCCC